tert-butyl N-cyclopropyl-N-[(3R)-1-{5-[2-(methoxymethoxy)-4-[1-(oxan-2-yl)pyrazol-4-yl]phenyl]-pyridin-2-yl}pyrrolidin-3-yl]carbamate C1(CC1)N(C(OC(C)(C)C)=O)[C@H]1CN(CC1)C1=NC=C(C=C1)C1=C(C=C(C=C1)C=1C=NN(C1)C1OCCCC1)OCOC